thiosulfide sulfur [S].S=S